FC(S(=O)(=O)[O-])(F)F.FC(CC1(C(C(=CC(=C1)C)C)[IH+])C)(F)F 2-trifluoroethyl-(2,4,6-trimethylphenyl)iodonium trifluoromethanesulfonate